(S)-1-(oxetan-2-ylmethyl)-2-((4-(7-phenoxy-2H-indazol-2-yl)piperidin-1-yl)methyl)-1H-benzo[d]imidazole-6-carboxylic acid O1[C@@H](CC1)CN1C(=NC2=C1C=C(C=C2)C(=O)O)CN2CCC(CC2)N2N=C1C(=CC=CC1=C2)OC2=CC=CC=C2